ClC1=C(C=CC(=C1)C1=NNC2=NC=C(C=C21)C=2C=CC1=C(CCC(CC1)N1[C@@H](CCC1)C)C2)C(C)(C)O 2-(2-Chloro-4-(5-(7-((R)-2-methylpyrrolidin-1-yl)-6,7,8,9-tetrahydro-5H-benzo[7]annulen-2-yl)-1H-pyrazolo[3,4-b]pyridin-3-yl)phenyl)propan-2-ol